C1(=CC=C(C=C1)C1=NC(=NC(=N1)Cl)C=1C=CC2=C(OC3=C2C(=CC=C3)C3=CC=CC=C3)C1)C1=CC=CC=C1 2-([1,1'-biphenyl]-4-yl)-4-chloro-6-(9-phenyldibenzo[b,d]furan-3-yl)-1,3,5-triazine